5-fluoro-4-(3-oxo-5,6-dihydro-3H-[1,2,4]triazolo[3,4-c][1,4]oxazin-2(8H)-yl)-2-{[1-(pyrrolidin-1-yl)propan-2-yl]oxy}benzoic acid FC=1C(=CC(=C(C(=O)O)C1)OC(CN1CCCC1)C)N1N=C2COCCN2C1=O